N1C=NC2=C1C=CC(=C2)N2C([C@@H]([C@@H]2C2=C(C=C(C=C2F)C=2C=NN(C2)C)F)C)=O (3R,4R)-1-(1H-benzo[d]imidazol-5-yl)-4-(2,6-difluoro-4-(1-methyl-1H-pyrazol-4-yl)phenyl)-3-methylazetidin-2-one